C(C)(=O)O.BrC1=CC=C(C(C(=O)O)=C1)O 5-bromosalicylic acid acetate